methyl octylthiophosphate C(CCCCCCC)S=P(OC)([O-])[O-]